tert-Butyl 2-cyano-5H,6H,7H-pyrrolo[3,4-d]pyrimidine-6-carboxylate C(#N)C=1N=CC2=C(N1)CN(C2)C(=O)OC(C)(C)C